COC1=C(C=CC(=C1)OC)CNC1=CN=NC2=CC=CC=C12 N-[(2,4-dimethoxyphenyl)methyl]Cinnolin-4-amine